FC1=C(C=C2C=CN(C(C2=C1)=O)CCC[C@H](C)NC=1C=NNC(C1C(F)(F)F)=O)C1=NC=C(C=N1)S(=O)(=O)C (S)-7-fluoro-6-(5-(methylsulfonyl)pyrimidin-2-yl)-2-(4-((6-oxo-5-(trifluoromethyl)-1,6-dihydropyridazin-4-yl)amino)pentyl)isoquinolin-1(2H)-one